FC=1C=C(C=CC1F)[C@H]1[C@@H](CN(C1)CCOC)NC(=O)NC1=C(C(=NN1C1=CC=CC=C1)C=1C=NC=CC1)C 1-((3s,4r)-4-(3,4-difluorophenyl)-1-(2-methoxyethyl)pyrrolidin-3-yl)-3-(4-methyl-1-phenyl-3-(pyridin-3-yl)-1H-pyrazol-5-yl)urea